2-((5-Fluoroisoindolin-2-yl)methyl)-5-((1-(methylsulfonyl)piperidin-4-yl)methoxy)-4H-pyran-4-one FC=1C=C2CN(CC2=CC1)CC=1OC=C(C(C1)=O)OCC1CCN(CC1)S(=O)(=O)C